3-(3-Nitrophenoxy)pyridine [N+](=O)([O-])C=1C=C(OC=2C=NC=CC2)C=CC1